1,1,2,2-Tetrafluoroethylisopentylether FC(C(F)F)(F)OCCC(C)C